[1,2,3]triazolo[1,5-a]pyridine-5-amine N1=NC=C2N1C=CC(=C2)N